Methyl (S)-5-(4-(4-amino-2-cyanophenyl)-1H-1,2,3-triazol-1-yl)-2-(((benzyloxy) carbonyl)amino)-pentanoate NC1=CC(=C(C=C1)C=1N=NN(C1)CCC[C@@H](C(=O)OC)NC(=O)OCC1=CC=CC=C1)C#N